The molecule is an N-acetylated alpha-(2->8)-linked homosialopolysaccharide consisting of eight alpha-D-N-acetylneuraminyl residues joined by (2->8) linkages (i.e. [8)-alpha-Neu5Ac-(2->]n where n = 8). It is an [8)-alpha-Neu5Ac-(2->]n and an amino octasaccharide. CC(=O)N[C@@H]1[C@H](C[C@@](O[C@H]1[C@@H]([C@@H](CO)O[C@@]2(C[C@@H]([C@H]([C@@H](O2)[C@@H]([C@@H](CO)O[C@@]3(C[C@@H]([C@H]([C@@H](O3)[C@@H]([C@@H](CO)O[C@@]4(C[C@@H]([C@H]([C@@H](O4)[C@@H]([C@@H](CO)O[C@@]5(C[C@@H]([C@H]([C@@H](O5)[C@@H]([C@@H](CO)O[C@@]6(C[C@@H]([C@H]([C@@H](O6)[C@@H]([C@@H](CO)O[C@@]7(C[C@@H]([C@H]([C@@H](O7)[C@@H]([C@@H](CO)O[C@@]8(C[C@@H]([C@H]([C@@H](O8)[C@@H]([C@@H](CO)O)O)NC(=O)C)O)C(=O)O)O)NC(=O)C)O)C(=O)O)O)NC(=O)C)O)C(=O)O)O)NC(=O)C)O)C(=O)O)O)NC(=O)C)O)C(=O)O)O)NC(=O)C)O)C(=O)O)O)NC(=O)C)O)C(=O)O)O)(C(=O)O)O)O